4-morpholino-N-(3-(3-(trifluoromethyl)phenyl)-1H-pyrazol-5-yl)pyrido[3',2':4,5]furo[3,2-d]pyrimidin-2-amine hydrochloride Cl.O1CCN(CC1)C=1C2=C(N=C(N1)NC1=CC(=NN1)C1=CC(=CC=C1)C(F)(F)F)C1=C(O2)N=CC=C1